C(C1=CC=CC=C1)OC=1C=C(C(=O)OC)C=C(C1)C1=CC=2C(=NC=CC2Cl)N1 methyl 3-(benzyloxy)-5-(4-chloro-1H-pyrrolo[2,3-b]pyridin-2-yl)benzoate